C(C)(C)(C)C1=C(C(=CC(=C1)C(C)(C)C)C(C)(C)C)C1(OCC(CO1)(CCCC)CC)P(OCC)([O-])[O-] ethyl 2-(2,4,6-tri-tert-butylphenyl)-5-ethyl-5-butyl-1,3-dioxan-ylphosphite